3-(3,5-dimethoxyphenylethynyl)-4-(6-acryl-2,6-diazaspiro[3.5]nonan-2-yl)-1H-pyrazolo[3,4-d]pyrimidine COC=1C=C(C=C(C1)OC)C#CC1=NNC2=NC=NC(=C21)N2CC1(C2)CN(CCC1)C(=O)C=C